(2s,3s)-2-AMINO-3-HYDROXY-4-METHYL-VALERIC ACID N[C@H](C(=O)O)[C@H](C(C)C)O